ON1C(C=C(C=C1CC(CC(C)(C)C)C)C)=O 1-hydroxy-4-methyl-6-(2,4,4-trimethyl-amyl)-2-pyridone